CN1N=C(N(CC1=O)C)N1N=CN=C1C(C)NC(C1=CC(=CC(=C1)C(F)(F)F)C(F)(F)F)=O N-(1-(1-(1,4-dimethyl-6-oxo-1,4,5,6-tetrahydro-1,2,4-triazin-3-yl)-1H-1,2,4-triazol-5-yl)ethyl)-3,5-bis(trifluoromethyl)benzamide